C(C)(C)(C)N1C[C@H](CC1)C(NC=1C=NC2=CC(=CC=C2C1N)Br)=O tert-butyl-(S)-3-((4-amino-7-bromoquinolin-3-yl)carbamoyl)pyrrolidine